(s)-6-((3,5-dichlorophenyl)sulfonyl)-4-(dimethylamino)-N-(1,2,3,4-tetrahydronaphthalen-1-yl)nicotinamide ClC=1C=C(C=C(C1)Cl)S(=O)(=O)C1=NC=C(C(=O)N[C@H]2CCCC3=CC=CC=C23)C(=C1)N(C)C